(4-methoxyphenyl)(3-bromo-4-nitrophenyl)methanone tert-butyl-(R)-(1-((5-bromo-8-fluoroquinolin-6-yl)oxy)-3-(6-methoxypyridin-2-yl)propan-2-yl)carbamate C(C)(C)(C)N(C(O)=O)[C@@H](COC=1C(=C2C=CC=NC2=C(C1)F)Br)CC1=NC(=CC=C1)OC.COC1=CC=C(C=C1)C(=O)C1=CC(=C(C=C1)[N+](=O)[O-])Br